dipentaerythritol hexaoleate C(CCCCCCC\C=C/CCCCCCCC)(=O)OCC(COC(CCCCCCC\C=C/CCCCCCCC)=O)(COCC(COC(CCCCCCC\C=C/CCCCCCCC)=O)(COC(CCCCCCC\C=C/CCCCCCCC)=O)COC(CCCCCCC\C=C/CCCCCCCC)=O)COC(CCCCCCC\C=C/CCCCCCCC)=O